C(C1=CC=CC=C1)N(C=1C=2N(N=C(C1)SC[C@H](NC(=O)OC(C)(C)C)C(=O)OC)C(=CN2)C2CC2)C(=O)OC(C)(C)C methyl S-(8-(benzyl(tert-butoxycarbonyl)amino)-3-cyclopropylimidazo[1,2-b]pyridazin-6-yl)-N-(tert-butoxycarbonyl)-L-cysteinate